n-[4-[2-ethyl-4-(3-methylphenyl)-1,3-thiazol-5-yl]-2-pyridyl]-N-(2-phenylethyl)amine CCC1=NC(=C(S1)C2=CC(=NC=C2)NCCC3=CC=CC=C3)C4=CC=CC(=C4)C